C(#N)C=1C=C(C(=NC1OCC1=C(C=CC(=C1)C(F)(F)F)F)C(F)(F)F)C(=O)O 5-cyano-6-[[2-fluoro-5-(trifluoromethyl)phenyl]methoxy]-2-(trifluoromethyl)-pyridine-3-carboxylic acid